3-(5-(4-(azepan-1-ylmethyl)-2-bromophenethyl)-2-methyl-4-oxoquinazolin-3(4H)-yl)piperidine-2,6-dione N1(CCCCCC1)CC1=CC(=C(CCC2=C3C(N(C(=NC3=CC=C2)C)C2C(NC(CC2)=O)=O)=O)C=C1)Br